tert-Butyl 4-(4,5-dihydroxypentyl)-4-hydroxypiperidine-1-carboxylate OC(CCCC1(CCN(CC1)C(=O)OC(C)(C)C)O)CO